CN1CC(N(CC1)[C@@H]1C(=NN(C1)C(=O)N[C@H](C)C1=CC=C(C=C1)Cl)C1=CC=C(C=C1)C)=O (S)-4-(4-methyl-2-oxopiperazin-1-yl)-3-(4-methylphenyl)-N-((R)-1-(4-chlorophenyl)ethyl)-4,5-dihydro-1H-pyrazole-1-carboxamide